Cl.C1NC[C@@H]2[C@H]1CCC2=O (3aS,6aR)-hexahydrocyclopenta[c]pyrrol-4(1H)-one hydrochloride